N-((1H-tetrazol-5-yl)methyl)-2,6-dihydroxy-5'-methyl-4-pentyl-1',2',3',4'-tetrahydro-[1,1'-biphenyl]-3-carboxamide N1N=NN=C1CNC(=O)C=1C(=C(C(=CC1CCCCC)O)C1CCCC(=C1)C)O